1-(4-benzyl-3-oxo-3,4-dihydro-2H-benzo[b][1,4]thiazin-6-yl)-3-(5-fluoro-1H-indol-3-yl)urea C(C1=CC=CC=C1)N1C2=C(SCC1=O)C=CC(=C2)NC(=O)NC2=CNC1=CC=C(C=C21)F